({4'-[(6S)-6-(2-methoxy-2-oxoethyl)-2,3,9-trimethyl-6H-thieno[3,2-f][1,2,4]triazolo[4,3-a][1,4]diazepin-4-yl][1,1'-biphenyl]-4-yl}oxy)acetic acid COC(C[C@H]1C=2N(C3=C(C(=N1)C1=CC=C(C=C1)C1=CC=C(C=C1)OCC(=O)O)C(=C(S3)C)C)C(=NN2)C)=O